C(C)C(C(=O)OC(C)(C(=C)C)C)(CCCCNC(C(CNC(=O)OC(C)(C)C)NC(=O)OC(C)(C)C)=O)CC[Si](C)(C)C 2,3-dimethyl-3-butene-2-ol ethyl-2-(trimethylsilyl)ethyl-6-(2,3-bis((tert-butoxycarbonyl)amino)propionamido)hexanoate